COC(C1=NC(=CC=C1NC(C)C=1C=C(C=C2C(N(C(=NC12)C1=NC=C(C=C1)F)C)=O)C)Cl)=O 6-chloro-3-((1-(2-(5-fluoropyridin-2-yl)-3,6-dimethyl-4-oxo-3,4-dihydroquinazolin-8-yl)ethyl)amino)picolinic acid methyl ester